4-Methoxy-N-[4-[4-(4-methylsulfonylphenyl)piperazin-1-yl]phenyl]benzamid COC1=CC=C(C(=O)NC2=CC=C(C=C2)N2CCN(CC2)C2=CC=C(C=C2)S(=O)(=O)C)C=C1